O=C1CCOC2=CC(=CC=C12)OC(C1=CC=C(C(=O)N)C=C1)C1=CC=NC=C1 4-(((4-oxochroman-7-yl)oxy)(pyridin-4-yl)methyl)benzamide